3-amino-6-(1,1-dioxo-1,4-thiazinan-4-yl)-4-(7-fluoro-1H-indazol-4-yl)-1H-1,7-phenanthrolin-2-one NC=1C(NC2=C3C=CC=NC3=C(C=C2C1C1=C2C=NNC2=C(C=C1)F)N1CCS(CC1)(=O)=O)=O